1-[1-Methyl-2-(piperidin-4-yl)-1H-indol-6-yl]-1,3-diazinane-2,4-dione tert-Butyldimethylsilyl-trifluoromethanesulfonate [Si](C)(C)(C(C)(C)C)OS(=O)(=O)C(F)(F)F.CN1C(=CC2=CC=C(C=C12)N1C(NC(CC1)=O)=O)C1CCNCC1